COC(=O)[C@@H]1C(=C([C@H]1C=1OC=CC1)C1=CC=CC=C1)C1SCCCS1 Trans-2-(1,3-dithian-2-yl)-4-(furan-2-yl)-3-phenylcyclobut-2-ene-1-carboxylic acid methyl ester